CS(=O)(=O)O[C@@H](C)C[C@@H](C=C)CO[Si](C1=CC=CC=C1)(C1=CC=CC=C1)C(C)(C)C (2S,4S)-4-(((TERT-BUTYLDIPHENYLSILYL)OXY)METHYL)HEX-5-EN-2-YL METHANESULFONATE